(1S,3S)-methyl-3-((6-(3-(((5-(cyclobutylmethyl)-1,2,4-oxadiazol-3-yl)amino)methyl)-5-fluorothiophen-2-yl)-2-methylpyridin-3-yl)oxy)cyclohexanecarboxylic acid C[C@]1(C[C@H](CCC1)OC=1C(=NC(=CC1)C=1SC(=CC1CNC1=NOC(=N1)CC1CCC1)F)C)C(=O)O